tert-butyl 4-(4-methoxybenzyl)-5-oxo-5,6,7,9-tetrahydropyrazolo[1,5-a]pyrido[4,3-e]pyrimidine-8(4H)-carboxylate COC1=CC=C(CN2C=3N(C4=C(C2=O)CCN(C4)C(=O)OC(C)(C)C)N=CC3)C=C1